ClC(C(=O)[O-])(OC1=CC=C(C=C1)C)Cl dichloro-4-methylphenoxyacetate